2-octyldodecyl 2-ethylhexanoate C(C)C(C(=O)OCC(CCCCCCCCCC)CCCCCCCC)CCCC